N-(4-(4-ethylpiperazin-1-yl)-3-fluorophenyl)-4-((8-methyl-2,3-dihydro-1H-pyrido[2,3-b][1,4]oxazin-7-yl)amino)-2-oxo-1,2-dihydropyridine-3-carboxamide C(C)N1CCN(CC1)C1=C(C=C(C=C1)NC(=O)C=1C(NC=CC1NC1=C(C2=C(OCCN2)N=C1)C)=O)F